ClC1=C(C=C(C(=C1)N1CCNCC1)F)C1=C2C=C(NC2=C(C(=C1)C=1CN(CCC1)C(C(C)C)=O)F)C(=O)N(C)C 4-(2-Chloro-5-fluoro-4-(piperazin-1-yl)phenyl)-7-fluoro-6-(1-isobutyryl-1,2,5,6-tetrahydropyridin-3-yl)-N,N-dimethyl-1H-indole-2-carboxamide